CN(C1=CC(=C(C=C1)C(C)=O)O)C 1-(4-(dimethylamino)-2-hydroxyphenyl)ethan-1-one